(S)-(1-(3-(5-chloro-2-(2-methylazetidin-1-yl)-6-(trifluoromethyl)pyrimidin-4-yl)-1,2,4-oxadiazol-5-yl)cyclopropyl)(piperazin-1-yl)methanone ClC=1C(=NC(=NC1C(F)(F)F)N1[C@H](CC1)C)C1=NOC(=N1)C1(CC1)C(=O)N1CCNCC1